(2-(oxazol-5-yl)pyridin-4-yl)methylamine dihydrochloride Cl.Cl.O1C=NC=C1C1=NC=CC(=C1)CN